3-(4-(1-(1-(bicyclo[1.1.1]pentan-1-yl)-1H-pyrazol-4-yl)-5-chloro-1H-indazol-6-yl)piperidin-1-yl)thietane 1,1-dioxide C12(CC(C1)C2)N2N=CC(=C2)N2N=CC1=CC(=C(C=C21)C2CCN(CC2)C2CS(C2)(=O)=O)Cl